tert-butyl ((3R,4R)-4-fluoropiperidin-3-yl)carbamate F[C@H]1[C@@H](CNCC1)NC(OC(C)(C)C)=O